C(C1=CC=CC=C1)N1C(C(OC(C1)CCCCCCO)C)=O 4-benzyl-6-(6-hydroxyhexyl)-2-methylmorpholin-3-one